6-(3,3-difluoropyrrolidin-1-yl)-N-[(7-methoxy-1H-indol-4-yl)methyl]imidazo[1,2-a]pyridine-3-carboxamide FC1(CN(CC1)C=1C=CC=2N(C1)C(=CN2)C(=O)NCC2=C1C=CNC1=C(C=C2)OC)F